F[C@]1([C@@H](O[C@@H]([C@]1(O)OC(CC)=O)CO)N1C(=O)NC(=O)C=C1)C deoxy-2'-fluoro-2'-C-methyl-3'-propionyloxyuridine